ClC=1C(=NC(=NC1)NC=1C(=NC(=CC1)N1CCN(CC1)C)OCC(F)(F)F)NC1=C(C=CC=C1)P(C)(C)=O (2-((5-chloro-2-((6-(4-methylpiperazin-1-yl)-2-(2,2,2-trifluoroethoxy)pyridin-3-yl)amino)pyrimidin-4-yl)amino)phenyl)dimethylphosphine oxide